NC1=C(C=C(N=N1)C1=C(C=CC=C1)O)N1CC2CCC(C1)N2 2-(6-amino-5-(3,8-diazabicyclo[3.2.1]octan-3-yl)pyridazin-3-yl)phenol